N-(1-cyclopropylethyl)-6-methyl-4-oxo-1-phenyl-1,4-dihydropyridazine-3-carboxamide C1(CC1)C(C)NC(=O)C1=NN(C(=CC1=O)C)C1=CC=CC=C1